2-isobutoxy-6-methylnicotinate C(C(C)C)OC1=C(C(=O)[O-])C=CC(=N1)C